C(C1=CC=CC=C1)[N+]1=CC=C(C=C1)OC1CN(C1)C(=O)OC(C)(C)C tert-butyl 3-(1-benzylpyridin-1-ium-4-yl)oxyazetidine-1-carboxylate